ClC1=NC=C(N=C1CC)C#CCOC1OCCCC1 2-chloro-3-ethyl-5-(3-((tetrahydro-2H-pyran-2-yl)oxy)prop-1-yn-1-yl)pyrazine